Methyl (S)-3-amino-2-((3,8-dimethoxynaphthalen-2-yl)methyl)propanoate NC[C@@H](C(=O)OC)CC1=CC2=C(C=CC=C2C=C1OC)OC